C1(=CC=CC2=CC=CC=C12)CN1C(C(C2=CC=CC=C12)=O)=O 1-(naphthalen-1-ylmethyl)indoline-2,3-dione